t-butyl (S)-2-(6-methyl-3-(4-(methylcarbamoyl)phenyl)-4-oxo-3,4-dihydropyrido[3,4-d]pyrimidin-2-yl)pyrrolidine-1-carboxylate CC1=CC2=C(N=C(N(C2=O)C2=CC=C(C=C2)C(NC)=O)[C@H]2N(CCC2)C(=O)OC(C)(C)C)C=N1